2-chloro-N-(5-methyl-1-(tetrahydro-2H-pyran-2-yl)-1H-pyrazol-3-yl)furo[3,2-d]Pyrimidine-4-amine ClC=1N=C(C2=C(N1)C=CO2)NC2=NN(C(=C2)C)C2OCCCC2